5-bromo-1,10-undecadiene BrC(CCC=C)CCCCC=C